CN([C@H]1CN(C[C@@H]1F)C1=C(C=NC=2NC3=C(C=C(C(=C3C21)F)F)NC)C=2C=C1C(C(=CN(C1=NC2)C)C(=O)O)=O)C 6-(4-((3S,4S)-3-(dimethylamino)-4-fluoropyrrolidin-1-yl)-5,6-difluoro-8-(methylamino)-9H-pyrido[2,3-b]indol-3-yl)-1-methyl-4-oxo-1,4-dihydro-1,8-naphthyridine-3-carboxylic acid